2-[3-(3-amino-2-methyl-phenyl)-2-methyl-phenyl]-6,7-dihydro-5H-pyrazolo[1,5-a]pyridin-4-one NC=1C(=C(C=CC1)C=1C(=C(C=CC1)C1=NN2C(C(CCC2)=O)=C1)C)C